2,2'-dihydroxydiphenyl ether C1=CC=C(C(=C1)O)OC2=CC=CC=C2O